benzyl(2-methoxy-4-phenoxyphenyl)sulfane C(C1=CC=CC=C1)SC1=C(C=C(C=C1)OC1=CC=CC=C1)OC